BrC1=C2C(=CC=C1)N(C(C21CCN(CC1)C(=O)C=1C=C2C=NNC2=CC1)=O)CC(N1CC(N(CC1)C)(C)C)=O 4-bromo-1'-(1H-indazole-5-carbonyl)-1-(2-oxo-2-(3,3,4-trimethylpiperazin-1-yl)ethyl)spiro[indolin-3,4'-piperidin]-2-one